2,4-dichloronicotinonitrile ClC1=C(C#N)C(=CC=N1)Cl